FC(OC1=C(C=C(C=C1)C(C)(C)OC)[C@H](C(=O)O)N1C[C@@H](CC1)OCCCCCC1=NC=2NCCCC2C=C1)F (R)-2-(2-(difluoromethoxy)-5-(2-methoxypropan-2-yl)phenyl)-2-((R)-3-((5-(5,6,7,8-tetrahydro-1,8-naphthyridin-2-yl)pentyl)oxy)pyrrolidin-1-yl)acetic acid